9-(6-(1H-benzo[d]imidazol-2-yl)pyridyl)-3,9-diazaspiro[5.5]undecane-3-carboxylic acid tert-butyl ester C(C)(C)(C)OC(=O)N1CCC2(CC1)CCN(CC2)C2=NC(=CC=C2)C2=NC1=C(N2)C=CC=C1